4-bromo-1-(trifluoromethylsulfanyl)-5,6-dihydrocyclopenta[c]pyridin-7-one BrC=1C2=C(C(=NC1)SC(F)(F)F)C(CC2)=O